COC=1C=C(C=NC1)C1=CC=2C(=NC=C(C2)C=2C(=C(C=CC2C)O)C)N1 3-(2-(5-methoxypyridin-3-yl)-1H-pyrrolo[2,3-b]pyridin-5-yl)-2,4-dimethylphenol